BrC1=CC(=CC(=C1)F)C(C)(C)C 1-bromo-3-(tert-butyl)-5-fluorobenzene